CS(=O)(=O)C1=CC=C(C=2OC3=C(C=CC=C3C(C12)(C)C)P(C1=CC=CC=C1)C1=CC=CC=C1)P(C1=CC=CC=C1)C1=CC=CC=C1 methanesulfonyl-[9,9-dimethyl-4,5-bis(diphenylphosphino)xanthene]